isopropyl (R)-2-(6-(1-aminoethyl)-1-(cyclopropylmethyl)-7-fluoro-1H-indol-2-yl)-7-methoxy-1-methyl-1H-benzo[d]imidazole-5-carboxylate N[C@H](C)C1=CC=C2C=C(N(C2=C1F)CC1CC1)C1=NC2=C(N1C)C(=CC(=C2)C(=O)OC(C)C)OC